1-(2'-hydroxy-4'-(4''-trifluoromethylbenzyl)oxy-5'-methylphenyl)-2-(1H-1,2,4-triazolyl)ethanone OC1=C(C=C(C(=C1)OCC1=CC=C(C=C1)C(F)(F)F)C)C(CN1N=CN=C1)=O